FC=1C=CC2=C(N=C(O2)C2=CN=CC=C2C(=O)O)C1 5-(5-fluorobenzo[d]Oxazol-2-yl)isonicotinic acid